bis[2-hydroxy-3-(2-hydroxy-5-methylbenzyl)-5-methylphenyl]methane OC1=C(C=C(C=C1CC1=C(C=CC(=C1)C)O)C)CC1=C(C(=CC(=C1)C)CC1=C(C=CC(=C1)C)O)O